P(=O)(OCCC)(OCC(F)(F)F)F n-propyl (2,2,2-trifluoroethyl) fluorophosphate